NC1=C(C#N)C(=CC(=N1)Cl)C(C)C 2-amino-6-chloro-4-isopropyl-nicotinonitrile